NC1=NC=2C3=C(C(CC2C=N1)(C)C)C(=NN3)C(=O)NC3=CC(=CC=C3)C=O 8-amino-N-(3-formylphenyl)-4,4-dimethyl-4,5-dihydro-1H-pyrazolo[4,3-H]quinazoline-3-carboxamide